FC1=CC=C(C=C1)C1=CC=C(CN=C2SC(=C(N2)C)C(C)=O)C=C1 2-(4-(p-fluorophenyl)benzyl)imino-4-methyl-5-acetylthiazole